1-[8-(6-methoxypyridazin-4-yl)-6H-isochromeno[3,4-b]pyridin-3-yl]-N-(1-methylcyclopropyl)pyrrolidin-3-amine COC1=CC(=CN=N1)C=1C=CC2=C(C1)COC1=NC(=CC=C12)N1CC(CC1)NC1(CC1)C